guanidinium carbamate C(N)([O-])=O.NC(=[NH2+])N